6-phenyl-3-methylene-2-(p-tolyl)isoindolin-1-one C1(=CC=CC=C1)C1=CC=C2C(N(C(C2=C1)=O)C1=CC=C(C=C1)C)=C